ClC=1C(=C(C=CC1)C1(CC1)N1[C@@H](C[C@@](CC1)(C(=O)O)CC1=NC(=CC=C1F)NC1=NNC(=C1)C)CC)F (2R,4R)-1-(1-(3-chloro-2-fluorophenyl)cyclopropyl)-2-ethyl-4-((3-fluoro-6-((5-methyl-1H-pyrazol-3-yl)amino)pyridin-2-yl)methyl)piperidine-4-carboxylic acid